ClC=1C=CC(=C(C(=O)OC)C1)SC Methyl 5-chloro-2-(methylthio)-benzoate